Cl.FC1=C(C=CC(=N1)C(=O)NC)N1CCNCC1 6-fluoro-N-methyl-5-(piperazin-1-yl)picolinamide hydrochloride